N-(3-Chloro-4-((1-methyl-1H-pyrazol-3-yl)oxy)phenyl)-6-(piperazin-1-yl)pyrido[3,2-d]pyrimidin-4-amine ClC=1C=C(C=CC1OC1=NN(C=C1)C)NC=1C2=C(N=CN1)C=CC(=N2)N2CCNCC2